CC1=CC(=NC(=N1)N1C(CNCC1)C)NC=1C=C2C=NNC2=CC1 N-(6-methyl-2-(2-methylpiperazin-1-yl)pyrimidin-4-yl)-1H-indazol-5-amine